ClC1=CC(=C(C=N1)C=1C=NN(C1)CC1N(CC1)C(=O)OC(C)(C)C)OC1CC1 tert-butyl 2-((4-(6-chloro-4-cyclopropoxypyridin-3-yl)-1H-pyrazol-1-yl)methyl)azetidine-1-carboxylate